6-propyloxymethoxy-1,3-dimethylhexylmagnesium bromide C(CC)OCOCCCC(CC(C)[Mg]Br)C